(R or S)-2-(6-(2-(5-chloro-2-fluorobenzyl)-2H-tetrazol-5-yl)pyridin-2-yl)-2-hydroxypropane-1-sulfonamide ClC=1C=CC(=C(CN2N=C(N=N2)C2=CC=CC(=N2)[C@@](CS(=O)(=O)N)(C)O)C1)F |o1:18|